BrC1=CC(=C(C(=O)Cl)C=C1F)OC(C)C(C)(F)F 4-Bromo-2-{[3,3-difluorobutan-2-yl]oxy}-5-fluorobenzoyl chloride